C1(=CC=CC2=CC=CC=C12)N(C1=CC=C(C=C1)C1=CC=C(C=C1)N(C1=CC=CC=C1)C1=CC=CC2=CC=CC=C12)C1=CC=CC=C1 N,N'-Bis-(1-naphthalyl)-N,N'-Bis-phenyl-(1,1'-biphenyl)-4,4'-diamine